ClC=1SC=C(N1)N1N=CC(=C1)C(C(=O)OCC)C ethyl 2-[1-(2-chloro-1,3-thiazol-4-yl)-1H-pyrazol-4-yl]propanoate